N1=C(C=CC2=CC=CC=C12)C=1C=C(C#N)C=CC1 3-(quinoline-2-yl)benzonitrile